P(=O)([O-])([O-])[O-].[Y+3].[Dy+3].P(=O)([O-])([O-])[O-] dysprosium yttrium phosphate